[4-[(E)-2-[3,5-bis(3-oxobutanoyloxy)phenyl]vinyl]phenyl]3-oxobutanoate O=C(CC(=O)OC=1C=C(C=C(C1)OC(CC(C)=O)=O)/C=C/C1=CC=C(C=C1)OC(CC(C)=O)=O)C